1-azido-2-[18F]fluoroethane N(=[N+]=[N-])CC[18F]